C(C)OC(COC(=O)C1(CC1)OC1=C(C=C(C(=C1)N1C(N(C(=CC1=O)C(F)(F)F)C)=O)F)Cl)=O 2-ethoxy-2-oxoethyl-1-{2-chloro-4-fluoro-5-[3-methyl-2,6-dioxo-4-(trifluoromethyl)-3,6-dihydropyrimidin-1(2H)-yl]phenoxy}cyclopropanecarboxylate